6-chloro-2-(trifluoromethyl)pyrimidin-4-amine ClC1=CC(=NC(=N1)C(F)(F)F)N